CC1CN(CCO1)C(=O)O[C@@H]1CC[C@H](CC1)C(N(C[C@@H]1CC[C@H](CC1)C1=NC(=C(C=C1)OC)C)C1=NC=CC(=C1)C=1N=C(OC1)C1CC1)=O trans-4-((4-(2-Cyclopropyloxazol-4-yl)-pyridin-2-yl)((trans-4-(5-methoxy-6-methylpyridin-2-yl)-cyclohexyl)methyl)-carbamoyl)cyclohexyl 2-methylmorpholine-4-carboxylate